6-(2,6-dichlorophenyl)-2-((3-methyl-4-(1-methylpiperidin-4-yl)phenyl)amino)-8,9-dihydroimidazo[1,2-a]pyrimido[5,4-e]pyrimidin-5(6H)-one ClC1=C(C(=CC=C1)Cl)N1C=2N(C3=C(C1=O)C=NC(=N3)NC3=CC(=C(C=C3)C3CCN(CC3)C)C)CCN2